di(2-hexyloxyethoxyethyl) azelate C(CCCCCCCC(=O)OCCOCCOCCCCCC)(=O)OCCOCCOCCCCCC